ClC1=NC=CC(=N1)C1=CC(=C2C=NN(C2=C1)C(C)C)F 6-(2-chloropyrimidin-4-yl)-4-fluoro-1-isopropyl-1H-indazole